(R)-N-(3,3-difluoro-1-(2-methoxyethyl)piperidin-4-yl)-5-(1-(2-fluoroethyl)-1H-benzo[d][1,2,3]triazol-6-yl)-4-methoxypyrrolo[2,1-f][1,2,4]triazin-2-amine FC1(CN(CC[C@H]1NC1=NN2C(C(=N1)OC)=C(C=C2)C=2C=CC1=C(N(N=N1)CCF)C2)CCOC)F